C(C)C(C(=O)[O-])CCCC.C(C(C)C)[Sn+](CC(C)C)CC(C)C triisobutyltin 2-ethylhexanoate